6-chloro-8-(2-methylpyrazole-3-yl)-3-(1-tetrahydropyran-2-yl-pyrazol-3-yl)-[1,2,4]Triazolo[4,3-b]Pyridazine ClC=1C=C(C=2N(N1)C(=NN2)C2=NN(C=C2)C2OCCCC2)C=2N(N=CC2)C